S(=O)(=O)([O-])[O-].C(=O)(OCC1C2=CC=CC=C2C2=CC=CC=C12)NCCCN(CC(=O)O)CCCNC(=O)OCC1C2=CC=CC=C2C2=CC=CC=C12.[K+].[K+].C(=O)(OCC1C2=CC=CC=C2C2=CC=CC=C12)NCCCN(CC(=O)O)CCCNC(=O)OCC1C2=CC=CC=C2C2=CC=CC=C12 potassium N,N-bis(N'-Fmoc-3-aminopropyl)-glycine hemisulfate